(4-bromo-2-fluorobenzyl)-3-(1H-tetrazol-5-yl)quinolin-4(1H)-one BrC1=CC(=C(CN2C=C(C(C3=CC=CC=C23)=O)C2=NN=NN2)C=C1)F